C(C)N(CC#CC1=CC=2N(C=C1)C(=NN2)C2CC(CCC2)N)CC 3-[7-[3-(diethylamino)prop-1-ynyl]-[1,2,4]triazolo[4,3-a]pyridin-3-yl]cyclohexanamine